C[C@]12CC(C[C@](CC1)(N2)C)N(C2=CC=C(N=N2)C2=C(C=C(C=C2)C2=CC(=NC(=C2)OC)F)O)C 2-(6-(((1R,3s,5S)-1,5-dimethyl-8-azabicyclo[3.2.1]octan-3-yl)(methyl)amino)pyridazin-3-yl)-5-(2-fluoro-6-methoxypyridin-4-yl)phenol